C(C)(C)(C)OC(N[C@H](C(=O)NC1=CC=C(C=C1)SCC1=CC=CC=C1)C1CC1)=O (S)-(2-((4-(benzylthio)phenyl)amino)-1-cyclopropyl-2-oxoethyl)carbamic acid tert-butyl ester